(3-((3-methacrylamidopropyl)dimethylamino)propionyl)(benzenesulfonyl)amide C(C(=C)C)(=O)NCCCCN(CCC(=O)[N-]S(=O)(=O)C1=CC=CC=C1)C